3-(4-((4-((4,4-difluoropiperidin-1-yl)methyl)benzyl)thio)-6-fluoro-1-oxoisoindolin-2-yl)piperidine-2,6-dione FC1(CCN(CC1)CC1=CC=C(CSC2=C3CN(C(C3=CC(=C2)F)=O)C2C(NC(CC2)=O)=O)C=C1)F